OC=1C=C(C#N)C=CC1C1=NN=C(C=2C1=CSC2)N[C@H]2CN(CCC2)C (R)-3-hydroxy-4-(4-((1-methylpiperidin-3-yl)amino)thieno[3,4-d]pyridazin-1-yl)benzonitrile